(3S,3aS)-3-(benzenesulfonylmethyl)-1-chloro-3a,4,5,6-tetrahydro-3H-pyrrolo[1,2-c][1,3,2]oxazaphosphole C1(=CC=CC=C1)S(=O)(=O)C[C@@H]1[C@H]2N(P(O1)Cl)CCC2